COC1=C(C=C(C=C1)OC)C(C)=O 2',5'-dimethoxyacetophenone